3-(3,5-Dimethoxybenzyl)-8-(4-fluoro-2-methylphenyl)-6-((5-imino-1-methyl-1,5-dihydro-4H-1,2,4-triazol-4-yl)methyl)quinazolin-4(3H)-one COC=1C=C(CN2C=NC3=C(C=C(C=C3C2=O)CN2C=NN(C2=N)C)C2=C(C=C(C=C2)F)C)C=C(C1)OC